C(CCCCCCCCCCC)OS(=O)(=O)[O-].[Na+].C(CCCCCCCCCCC)OS(=O)(=O)[O-].[Na+] sodium dodecylsulfate sodium dodecyl-sulfate